3-(2-((1-(tert-butoxycarbonyl)piperidin-4-yl)methoxy)pyridine-4-yl)-3-cyclopropylpropanoic acid C(C)(C)(C)OC(=O)N1CCC(CC1)COC1=NC=CC(=C1)C(CC(=O)O)C1CC1